1-methyl-1H-imidazol-2-amine hydrochloride Cl.CN1C(=NC=C1)N